1-(5-methylthiophene-3-yl)cyclopropanealdehyde CC1=CC(=CS1)C1(CC1)C=O